ClC(C(F)(F)F)C(Cl)Cl 2,3,3-trichloro-1,1,1-trifluoropropane